bis(triazinyl)aminostilbene N1=NN=C(C=C1)N(C1=NN=NC=C1)C1=C(C=CC=C1)C=CC1=CC=CC=C1